CNC1=NC(=NC=C1B1OC(C(O1)(C)C)(C)C)C(=O)OC Methyl 4-(methylamino)-5-(4,4,5,5-tetramethyl-1,3,2-dioxaborolan-2-yl)pyrimidine-2-carboxylate